styrenesulfonyl-trifluoromethane C(=CC1=CC=CC=C1)S(=O)(=O)C(F)(F)F